(S)-N-(4-(3-aminopyrrolidin-1-yl)-1-(2-methoxyethyl)-2-methyl-1H-benzo[d]imidazol-5-yl)-1-(2,6-difluorophenyl)-6-oxo-1,6-dihydropyridazine-3-carboxamide N[C@@H]1CN(CC1)C1=C(C=CC=2N(C(=NC21)C)CCOC)NC(=O)C2=NN(C(C=C2)=O)C2=C(C=CC=C2F)F